FC(C1=NN2C(N=C(C=C2NCC2(CN(CC2)C(=O)N)C2=CC=CC=C2)C(F)(F)F)=C1)(F)F 3-(((2,5-bis(trifluoromethyl)pyrazolo[1,5-a]pyrimidin-7-yl)amino)methyl)-3-phenylpyrrolidine-1-carboxamide